4-[3-[2,6-Dichloro-4-[7-(oxetan-3-yl)-2,7-diazaspiro[3.4]octan-2-yl]benzoyl]-2,4-dihydro-1,3-benzoxazin-8-yl]-5-fluoro-2-(3-oxa-8-azabicyclo[3.2.1]octan-8-yl)benzoic acid ClC1=C(C(=O)N2COC3=C(C2)C=CC=C3C3=CC(=C(C(=O)O)C=C3F)N3C2COCC3CC2)C(=CC(=C1)N1CC2(C1)CCN(C2)C2COC2)Cl